(R)-8-(6-((2-(3-(difluoromethoxy)pyrrolidin-1-yl)ethoxy)methyl)pyridin-3-yl)-3-methyl-1-(tetrahydro-2H-pyran-4-yl)-1H-imidazo[4,5-c]cinnolin-2(3H)-one FC(O[C@H]1CN(CC1)CCOCC1=CC=C(C=N1)C1=CC=2C3=C(N=NC2C=C1)N(C(N3C3CCOCC3)=O)C)F